Tert-butyl (9-((2-(2,6-dioxopiperidin-3-yl)-1,3-dioxoisoindolin-4-yl)amino)nonyl)carbamate O=C1NC(CCC1N1C(C2=CC=CC(=C2C1=O)NCCCCCCCCCNC(OC(C)(C)C)=O)=O)=O